BrC=1C(=NN(C1C(=O)[O-])COCC[Si](C)(C)C)C(=O)[O-] 4-bromo-1-((2-(trimethylsilyl) ethoxy) methyl)-1H-pyrazole-3,5-dicarboxylate